1-(3-chloro-2-hydroxymethylphenyl)-3-(3-fluoro-5-trifluoromethoxyphenyl)urea ClC=1C(=C(C=CC1)NC(=O)NC1=CC(=CC(=C1)OC(F)(F)F)F)CO